FC1=C(CNC(C2=C(C=CC=C2)C(F)(F)F)=O)C=CC(=C1C=1NC(C=C(N1)C(F)(F)F)=O)C(F)(F)F N-{2-fluoro-3-[6-oxo-4-(trifluoromethyl)-1,6-dihydropyrimidin-2-yl]-4-(trifluoromethyl)benzyl}-2-(trifluoromethyl)benzamide